rac-4-(7-bromo-2-((1S*,2S*)-2-(4-methylpyrimidin-2-yl)cyclopropyl)quinolin-4-yl)morpholine BrC1=CC=C2C(=CC(=NC2=C1)[C@@H]1[C@H](C1)C1=NC=CC(=N1)C)N1CCOCC1 |r|